C1(=CC=CC=C1)CCCNCCCO 3-[(3-Phenylpropyl)amino]propan-1-ol